CN([C@@H](CCSC)C(=O)NNCC(=O)NC1=CC=C2C=CC3=CC=CC4=CC=C1C2=C34)N 2-(2-(methyl-amino-methionyl)hydrazino)-N-(pyrene-1-yl)acetamide